trimethylcyclohexanol CC1(CCCCC1(C)O)C